(2S)-2-(tert-butoxycarbonylamino)-3,3-dimethyl-butaneoic acid C(C)(C)(C)OC(=O)N[C@H](C(=O)O)C(C)(C)C